O1COC2=C1C=CC=C2CNCC2=CC(=NC=C2)C2=CC=CC=C2 N-(1,3-benzodioxol-4-ylmethyl)-1-(2-phenyl-4-pyridinyl)-methanamine